1-((Z)-dibenzo[b,f][1,4]thiazepin-11-yl)-N3-(3-fluoro-4-(4-diethylaminopiperidin-1-yl)phenyl)-1H-1,2,4-triazole-3,5-diamine C1=CC=CC2=C1/C(=N/C1=C(S2)C=CC=C1)/N1N=C(N=C1N)NC1=CC(=C(C=C1)N1CCC(CC1)N(CC)CC)F